[C@@H]1(C[C@H](O)[C@@H](CO)O1)N1C(=O)N=C(N)N=C1 5-aza-2'-Deoxycytidine